1-methyl-2-Oxo-6-phenyl-4-(thiophen-2-yl)-1,2-dihydropyridine-3-carbonitrile CN1C(C(=C(C=C1C1=CC=CC=C1)C=1SC=CC1)C#N)=O